(R)-3-amino-N-(1-phenylethyl)isonicotinamide NC1=C(C(=O)N[C@H](C)C2=CC=CC=C2)C=CN=C1